vanadium Titanium [Ti].[V]